2-(4-bromophenyl)-5-(trifluoromethyl)pyrazole-3-carboxylic acid BrC1=CC=C(C=C1)N1N=C(C=C1C(=O)O)C(F)(F)F